NC1=C(C(=NC=N1)C=1C(=C(C=C(C1)F)NC(C1=C(C=C(C=C1)C1CC1)F)=O)C)OC[C@H](C)N(C(C=CC)=O)C (S)-N-(3-(6-Amino-5-(2-(N-methylbut-2-enamido)propoxy)pyrimidin-4-yl)-5-fluoro-2-methylphenyl)-4-cyclopropyl-2-fluorobenzamide